CN1N=C(C2=NC=C(C=C21)NC(OC(C)(C)C)=O)OCC2CCOCC2 Tert-butyl (1-methyl-3-((tetrahydro-2H-pyran-4-yl)methoxy)-1H-pyrazolo[4,3-b]pyridin-6-yl)carbamate